bis(2-ethylhexyl)(n-hexyl)cyclohexane C(C)C(CC1(CCC(CC1)CCCCCC)CC(CCCC)CC)CCCC